(S)-4-amino-7-fluoro-1-methyl-N-(1-methyl-1H-pyrazole-4-yl)-N-(6-(trifluoromethyl)-2,3-dihydrobenzofuran-3-yl)imidazo[1,5-a]quinoxaline-8-carboxamide NC=1C=2N(C3=CC(=C(C=C3N1)F)C(=O)N([C@@H]1COC3=C1C=CC(=C3)C(F)(F)F)C=3C=NN(C3)C)C(=NC2)C